1,1,3-TRIMETHYL-CYCLOHEXANE CC1(CC(CCC1)C)C